2-(3-(1-(7-(((R)-1-(2,4-dichlorophenyl)ethyl)amino)-[1,2,4]triazolo[1,5-a]pyrimidin-5-yl)pyrrolidin-3-yl)piperidin-1-yl)ethan-1-ol ClC1=C(C=CC(=C1)Cl)[C@@H](C)NC1=CC(=NC=2N1N=CN2)N2CC(CC2)C2CN(CCC2)CCO